C1(CC1)CONC(C1=CC(=C(C=C1)N1CCN(CC1)CC1=CC=2C3=C(N(C(NC3=C1F)=O)CC)N=CN2)F)=O N-(cyclopropylmethoxy)-4-(4-((3-ethyl-9-fluoro-2-oxo-2,3-dihydro-1H-pyrimido[4,5,6-de]quinazolin-8-yl)methyl)piperazin-1-yl)-3-fluorobenzamide